4-(4-(4-((2-(2-((2-(2,6-dioxopiperidin-3-yl)-1,3-dioxoisoindolin-4-yl)amino)ethoxy)ethoxy)methyl)-1H-1,2,3-triazol-1-yl)butanoyl)piperazin O=C1NC(CCC1N1C(C2=CC=CC(=C2C1=O)NCCOCCOCC=1N=NN(C1)CCCC(=O)N1CCNCC1)=O)=O